N[C@H](C)C=1C=C(C=C2C(N(C(=NC12)C(C#N)(C)C)C)=O)C (R)-2-(8-(1-aminoethyl)-3,6-dimethyl-4-oxo-3,4-dihydroquinazolin-2-yl)-2-methylpropanenitrile